3-(2-chloro-pyrimidin-4-yl)-7-fluoro-1-methyl-1H-indole ClC1=NC=CC(=N1)C1=CN(C2=C(C=CC=C12)F)C